4-((benzylamino)methylene)-2-(4-(4-(dimethylamino)piperidine-1-carbonyl)phenyl)-5-phenyl-2,4-dihydro-3H-pyrazol-3-one C(C1=CC=CC=C1)NC=C1C(N(N=C1C1=CC=CC=C1)C1=CC=C(C=C1)C(=O)N1CCC(CC1)N(C)C)=O